N-(1-methylpiperidin-4-yl)pyrazine-2-carboxamide CN1CCC(CC1)NC(=O)C1=NC=CN=C1